dipropyl 2,5-dioxoadipate O=C(C(=O)OCCC)CCC(C(=O)OCCC)=O